Diethyl (1RS,3aSR,6aSR)-5-(tert-butyl)-4,6-dioxo-1-phenyl-1,3a,4,5,6,6a-hexahydropyrrolo[3,4-c]pyrrole-1-phosphonate C(C)(C)(C)N1C([C@@H]2[C@H](C1=O)C=N[C@]2(P(OCC)(=O)OCC)C2=CC=CC=C2)=O |r|